4-(aminomethyl)-6-(5-(4-isopropylphenyl)-1-methyl-1H-pyrazol-4-yl)phthalazin-1(2H)-one NCC1=NNC(C2=CC=C(C=C12)C=1C=NN(C1C1=CC=C(C=C1)C(C)C)C)=O